Cl.NCC(CO)(C)C 3-amino-2,2-dimethylpropane-1-ol hydrochloride